CN1C[C@@H](C[C@H]2[C@H]1CC3=CN(C4=CC=CC2=C34)C)CNC(=O)OCC5=CC=CC=C5 The molecule is an ergoline alkaloid that is the N-benzyloxycarbonyl derivative of lysergamine. A 5-HT2 antagonist. Also 5-HT1 antagonist and 5-HT1D ligand. Has moderate affinity for 5-HT6 and high affinity for 5-HT7. It has a role as a serotonergic antagonist and a dopamine agonist. It is an ergoline alkaloid and a carbamate ester.